BrC1=CC=C(C=C1)C1=CC=CC=2C3=CC=CC=C3C(C12)(C)C 1-(4-bromophenyl)-9,9-dimethyl-9H-fluorene